3-(((7-(2-aminopyrimidin-4-yl)-2,3-dihydrofuro[3,2-c]pyridin-4-yl)amino)methyl)-N-(3-(oxetan-3-yl)-3-azaspiro[5.5]undecan-9-yl)benzamide NC1=NC=CC(=N1)C=1C2=C(C(=NC1)NCC=1C=C(C(=O)NC3CCC4(CCN(CC4)C4COC4)CC3)C=CC1)CCO2